C(C)(C)(C)C1=NC=C(C(=N1)OC1=CC=CC=C1)C(=O)N[C@H](COC1=CC=CC=C1)\C=C\S(=O)(=O)C (S,E)-2-(tert-butyl)-N-(4-(methylsulfonyl)-1-phenoxybut-3-en-2-yl)-4-phenoxypyrimidine-5-carboxamide